tetradecyl 3,5-dihydroxyphenylacetate OC=1C=C(C=C(C1)O)CC(=O)OCCCCCCCCCCCCCC